isopropyl (R)-1-((4-(3-chloro-4-(2-chloro-3-(6-methoxy-5-((((5-oxopyrrolidin-2-yl)methyl)amino)methyl)pyridin-2-yl)phenyl)pyridin-2-yl)-2-methoxybenzyl)amino)cyclopropane-1-carboxylate ClC=1C(=NC=CC1C1=C(C(=CC=C1)C1=NC(=C(C=C1)CNC[C@@H]1NC(CC1)=O)OC)Cl)C1=CC(=C(CNC2(CC2)C(=O)OC(C)C)C=C1)OC